3-carboxy-2-hydroxypropanoate C(=O)(O)CC(C(=O)[O-])O